C(CCCCCC)C(CCCC(=O)OCCC(CCCCCCCCCCO)OC(=O)OCCCN(C)C)CCCCCCC 3-(((3-(dimethylamino) propoxy) carbonyl) oxy)-13-hydroxytridecyl 5-heptyldodecanoate